FC([C@H](C1=CC=CC=C1)N(C([O-])=O)C1=C(N=NN1CC#N)C1=NC(=C(C=C1)NS(=O)(=O)C)C)F (S)-2,2-difluoro-1-phenylethyl(1-(cyanomethyl)-4-(6-methyl-5-(methyl-sulfonamido)pyridin-2-yl)-1H-1,2,3-triazol-5-yl)carbamate